5-chloro-4-(6-chloro-1H-indol-3-yl)-N-(3-cyclopropyl-5-(((3R,5S)-3,5-dimethylpiperazine-1-yl)methyl)phenyl)pyrimidin-2-amine ClC=1C(=NC(=NC1)NC1=CC(=CC(=C1)CN1C[C@H](N[C@H](C1)C)C)C1CC1)C1=CNC2=CC(=CC=C12)Cl